C(C1=CC=CC=C1)(C1=CC=CC=C1)N1[C@@H]2CN([C@H](C1)C2)CC=2C=C1CN(C(C1=CC2)=O)C2C(NC(CC2)=O)=O 3-(5-(((1S,4S)-5-benzhydryl-2,5-diazabicyclo[2.2.1]heptane-2-yl)methyl)-1-oxoisoindolin-2-yl)piperidine-2,6-dione